ClC1=NC(N2C(N3COCC[C@@H]3C2)=C1)=O (R)-3-chloro-8,9,9a,10-tetrahydropyrimido[6',1':2,3]imidazo[1,5-c][1,3]oxazin-1(6H)-one